C(C)(C)(C)OC(=O)N1CC2(CCCC2)[C@@](CC1)(CN1C(C=C(C=C1)C1=CC=CC=C1)=O)OC (S)-10-methoxy-10-((2-oxo-4-phenylpyridin-1(2H)-yl)methyl)-7-azaspiro[4.5]Decane-7-carboxylic acid tert-butyl ester